N-((S)-1-(((S)-1-(2-hydroxypyridin-3-yl)-4-(methylamino)-3,4-dioxobutan-2-yl)amino)-4-methyl-1-oxopentan-2-yl)-5-methoxy-1H-indole-2-carboxamide OC1=NC=CC=C1C[C@@H](C(C(=O)NC)=O)NC([C@H](CC(C)C)NC(=O)C=1NC2=CC=C(C=C2C1)OC)=O